OCCN1CCN(CC1)C1=CC2=C(C[C@@](O2)(C)CO)C=C1NC(=O)C=1C=NN2C1N=CC=C2 N-[(2S)-6-[4-(2-hydroxyethyl)piperazin-1-yl]-2-(hydroxymethyl)-2-methyl-3H-benzofuran-5-yl]pyrazolo[1,5-a]pyrimidine-3-carboxamide